ClC1=NC2=NC(=C(N=C2C(=N1)[C@@H]1C[C@H](C1)C(F)(F)F)C)C 2-chloro-6,7-dimethyl-4-(trans-3-(trifluoromethyl)cyclobutyl)pteridine